C(C)(C)N1NCC=2N=C(N=C(C21)N[C@@H](C)C=2C=NC1=CC=CC=C1C2)N2CCN(CC2)C(C)=O 1-{4-[1-isopropyl-7-((S)-1-quinolin-3-yl-ethylamino)-2H-pyrazolo[4,3-d]pyrimidin-5-yl]-piperazin-1-yl}-ethanone